ClC1=CC=C(CNC(=O)NC2CC3(C2)CN(CC3)C3=CC(=NC=C3)C)C=C1 1-(4-chlorobenzyl)-3-((2r,4s)-6-(2-methylpyridin-4-yl)-6-azaspiro[3.4]octan-2-yl)urea